ClC=1C(=NC(=NC1)NC1CN(C(CC1)=O)C)C1=CC=C2CN(C(C2=C1)=O)[C@@H](C(=O)N[C@H](CO)C1=CC(=CC(=C1)OC)F)C (2R)-2-(6-{5-chloro-2-[(1-methyl-6-oxopiperidin-3-yl)amino]pyrimidin-4-yl}-1-oxo-2,3-dihydro-1H-isoindol-2-yl)-N-[(1S)-1-(3-fluoro-5-methoxyphenyl)-2-hydroxyethyl]propanamide